1,3-dibromo-2-nitrobenzene BrC1=C(C(=CC=C1)Br)[N+](=O)[O-]